CNC(=O)N1CC=2N(CC1)C(=NC2C=2C=CC=C1C=C(N=CC21)C2=NN(C=C2)C)C2CCOCC2 N-methyl-1-(3-(1-methyl-1H-pyrazol-3-yl)isoquinolin-8-yl)-3-(tetrahydro-2H-pyran-4-yl)-5,6-dihydroimidazo[1,5-a]pyrazine-7(8H)-carboxamide